di(beta-hydroxyethyl) disulfide OCCSSCCO